BrC=1C=CC=C2C(COC(C12)C)=O 8-bromo-1-methylisochroman-4-one